rac-N-((4R,5S)-7-ethyl-3-methyl-4-(3-nitrophenyl)-6-oxo-1-phenyl-4,5,6,7-tetrahydro-1H-pyrazolo[3,4-b]pyridin-5-yl)-3-(trifluoromethyl)benzamide C(C)N1C2=C([C@H]([C@@H](C1=O)NC(C1=CC(=CC=C1)C(F)(F)F)=O)C1=CC(=CC=C1)[N+](=O)[O-])C(=NN2C2=CC=CC=C2)C |r|